(E)-2-(((2-butylbenzo[d]thiazol-6-yl)oxy)methyl)-3-fluoroprop-2-en-1-amine C(CCC)C=1SC2=C(N1)C=CC(=C2)OC\C(\CN)=C\F